(R)-(5-fluoro-2-methoxyphenyl)(1H-indol-2-yl)methanamine FC=1C=CC(=C(C1)[C@@H](N)C=1NC2=CC=CC=C2C1)OC